CSC=1C=CC=C2C(=NNC12)C(C)(C)NC(=O)C1[C@H]2CNC[C@@H]12 (1r,5s,6r)-N-(2-(7-(methylthio)-1H-indazol-3-yl)propan-2-yl)-3-azabicyclo[3.1.0]hexane-6-carboxamide